NC[C@H](CC1CCCCC1)NC([C@H](CC=1SC2=C(N1)C=CC(=C2)Cl)NC(CC)=O)=O (S)-N-((S)-3-amino-1-cyclohexylprop-2-yl)-3-(6-chlorobenzo[d]thiazol-2-yl)-2-propionamidopropanamide